N[C@]1(CCN2[C@@H]1CCCCC2)C(=O)O (1S,9aR)-1-aminooctahydro-1H-pyrrolo[1,2-a]azepine-1-carboxylic acid